NC1=C(C(=C(C(=C1)Br)SC1=CC(=NC=C1)C#N)F)F 4-(4-amino-6-bromo-2,3-difluoro-phenyl)sulfanylpyridine-2-carbonitrile